ClC=1C(=C2C=NNC2=C(C1F)NCC)C=1C=CC=2N(C1)C=C(N2)NC(=O)[C@H]2[C@H](C2)F (1S,2S)-N-(6-(5-chloro-7-(ethylamino)-6-fluoro-1H-indazol-4-yl)imidazo[1,2-a]pyridin-2-yl)-2-fluorocyclopropane-1-carboxamide